N1C=C(C2=CC=CC=C12)C1CN(CC1)CCCC(=O)OC methyl 4-(3-(1H-indol-3-yl)pyrrolidin-1-yl)butanoate